BrC=1C=C(C=C(C1C)F)CC(=O)N (3-bromo-5-fluoro-4-methylphenyl)acetamide